O(C1=CC=CC=C1)C(C(C(=O)N)(CC1=CC=CC=C1)N1CCCCC1)C PhenoxyPiperidinylbenzyl-Butyramide